(S)-2-(7-(((4-fluorophenoxy)carbonyl)(methyl)amino)dibenzo[b,d]thiophene-3-sulfonamido)-3-methyl-butanoic acid FC1=CC=C(OC(=O)N(C2=CC3=C(C4=C(S3)C=C(C=C4)S(=O)(=O)N[C@H](C(=O)O)C(C)C)C=C2)C)C=C1